methyl 3-((4-((1,3-dimethyl-2-oxo-2,3-dihydro-1H-benzo[d]imidazol-5-yl) amino)phenyl)(ethyl)amino)propanoate CN1C(N(C2=C1C=CC(=C2)NC2=CC=C(C=C2)N(CCC(=O)OC)CC)C)=O